5-amino-4-(3-methoxy-2,6-dimethylphenyl)-2-methyl-4,7-dihydro-6H-8-thia-1,3,4,7,9-pentaazabenzo[cd]cyclopenta[f]azulen-6-one NC=1N(C=2C3=C(C4=C(NC(C13)=O)SN=C4)N=C(N2)C)C2=C(C(=CC=C2C)OC)C